C(C)(C)(C)OC(N(CCC1=C(C=C(C(=C1)OC)S(=O)(=N)C)OC)CC1=CC(=CC(=C1)C)Cl)=O tert-butyl(3-chloro-5-methylbenzyl)(2,5-dimethoxy-4-(S-methylsulfonimidoyl)phenethyl)-carbamate